Cl.NC1=NC=C(C2=C1C=NN2)NC(C(=O)N2C(CCCC2)C2=CC(=CC=C2)N(CC)CC)=O N-(4-Amino-1H-pyrazolo[4,3-c]pyridin-7-yl)-2-[2-[3-(diethylamino)phenyl]-1-piperidyl]-2-oxo-acetamide Hydrogen chloride